(2S,4r)-1-[(2S)-2-(4-cyclopropyl-triazol-1-yl)-3,3-dimethyl-butyryl]-4-hydroxy-N-[[1-(methylsulfonylamino)cyclohexyl]methyl]pyrrolidine-2-carboxamide C1(CC1)C=1N=NN(C1)[C@H](C(=O)N1[C@@H](C[C@H](C1)O)C(=O)NCC1(CCCCC1)NS(=O)(=O)C)C(C)(C)C